[Pd](Cl)Cl.CC1=C(C=CC=C1)P(C1=C(C=CC=C1)C)C1=C(C=CC=C1)C.CC1=C(C=CC=C1)P(C1=C(C=CC=C1)C)C1=C(C=CC=C1)C bis(tri(o-methylphenyl)phosphine) palladium dichloride